5-((3,3-difluoro-1-methylpiperidin-4-yl)oxy)-N-(4-((6-fluoro-[1,2,4]triazolo[1,5-a]pyridin-7-yl)oxy)-3-methylphenyl)-6-methoxyquinazolin-4-amine FC1(CN(CCC1OC1=C2C(=NC=NC2=CC=C1OC)NC1=CC(=C(C=C1)OC1=CC=2N(C=C1F)N=CN2)C)C)F